1,4-bis(cyclohexyl-iso-propylamino)-1,4-disilabutane C1(CCCCC1)N([SiH2]CC[SiH2]N(C(C)C)C1CCCCC1)C(C)C